2-((tert-butoxycarbonyl)amino)-4-isopropoxy-4-oxobutyric acid C(C)(C)(C)OC(=O)NC(C(=O)O)CC(=O)OC(C)C